C(OC(C)(C)C)(OCCCCO)=O tert-butyl (4-hydroxybutyl) carbonate